FC(C1=CC=C(C=N1)CN1C=NC(=C1)C#N)(F)F 1-((6-(trifluoromethyl)pyridin-3-yl)methyl)-1H-imidazole-4-carbonitrile